1-(((2R,3R,4R)-3,4-bis(benzyloxy)-2-((benzyloxy)methyl)-3,4-dihydro-2H-pyran-5-yl)methyl)-1H-tetrazole C(C1=CC=CC=C1)O[C@H]1[C@H](OC=C([C@H]1OCC1=CC=CC=C1)CN1N=NN=C1)COCC1=CC=CC=C1